ClC=1C=C(C(=C(C1)NC(OC(C)(C)C)=O)I)F tert-Butyl N-(5-chloro-3-fluoro-2-iodophenyl)carbamate